3-cyano-7-fluoro-8-[2-(triisopropylsilyl)ethynyl]naphthalen-1-yl trifluoromethanesulfonate FC(S(=O)(=O)OC1=CC(=CC2=CC=C(C(=C12)C#C[Si](C(C)C)(C(C)C)C(C)C)F)C#N)(F)F